oxaziridine O1NC1